5-[[1-(5-chloro-1,3-benzoxazol-2-yl)-4-piperidyl]methylcarbamoyl]furan ClC=1C=CC2=C(N=C(O2)N2CCC(CC2)CNC(=O)C2=CC=CO2)C1